5-methyl-N-[(3S)-6-(5-methyl-1,2,4-oxadiazol-3-yl)-2,3-dihydro-1-benzofuran-3-yl]-[1,2,3]triazolo[1,5-a]pyridine-3-carboxamide CC1=CC=2N(C=C1)N=NC2C(=O)N[C@@H]2COC1=C2C=CC(=C1)C1=NOC(=N1)C